O[C@@H]1[C@@H]([C@@H](O[C@@H]([C@@H]1O)CO)OC)N(C(C)=O)C N-((2R,3S,4R,5R,6R)-4,5-dihydroxy-6-(hydroxymethyl)-2-methoxytetrahydro-2H-pyran-3-yl)-N-methylacetamide